CS(=O)(=O)C1=NC=C(C=N1)C=1N=NN(C1)CCCCCC(=O)N[C@@H](C(C)C)C(=O)N[C@@H](CCCCN)C(=O)O ((6-(4-(2-(methanesulfonyl)pyrimidin-5-yl)-1H-1,2,3-triazol-1-yl)hexanoyl)-L-valinyl)-L-lysine